3-(8-amino-2-(amino(2,6-difluorophenyl)methyl)-5-(4-methyloxazol-5-yl)-[1,2,4]triazolo[1,5-a]pyrazin-6-yl)benzonitrile NC=1C=2N(C(=C(N1)C=1C=C(C#N)C=CC1)C1=C(N=CO1)C)N=C(N2)C(C2=C(C=CC=C2F)F)N